C(C)OCC=1C(=CC=CC1)COCC xylylene glycol diethyl ether